(S)-quinuclidin-3-yl ((R)-6-fluoro-2,2-dimethyl-5-(3-methyl-4-propoxyphenyl)-2,3-dihydro-1H-inden-1-yl)carbamate FC1=C(C=C2CC([C@H](C2=C1)NC(O[C@@H]1CN2CCC1CC2)=O)(C)C)C2=CC(=C(C=C2)OCCC)C